tert-butyl (2-fluoro-4-(1-oxo-1-((2,2,2-trifluoroethyl)amino)butan-2-yl)phenyl)carbamate FC1=C(C=CC(=C1)C(C(NCC(F)(F)F)=O)CC)NC(OC(C)(C)C)=O